3-chloro-5-(2,6-difluorophenyl)-N-(2-hydroxyethyl)-6H-pyrazolo[1,5-a][1,3,5]benzotriazepine-9-carboxamide ClC=1C=NN2C1N=C(NC1=C2C=C(C=C1)C(=O)NCCO)C1=C(C=CC=C1F)F